C(#N)C1=CC=C(C=C1)N1C(N([C@@H](C1)C#N)C1=CN=CC2=CC=CC=C12)=O (S)-1-(4-cyanophenyl)-3-(isoquinolin-4-yl)-2-oxoimidazoline-4-carbonitrile